BrC1=C(NC=C2C(OC(OC2=O)(C)C)=O)C=CC(=C1)Cl 5-[(2-Bromo-4-chloro-anilino)methylene]-2,2-dimethyl-1,3-dioxan-4,6-dione